(R,E)-4-amino-N-(5-(trifluoromethyl)benzo[d]oxazol-2-yl)-1-(1-(4-(dimethylamino)but-2-enoyl)pyrrolidin-3-yl)-1H-pyrazolo[3,4-d]pyrimidine-3-carboxamide NC1=C2C(=NC=N1)N(N=C2C(=O)NC=2OC1=C(N2)C=C(C=C1)C(F)(F)F)[C@H]1CN(CC1)C(\C=C\CN(C)C)=O